C(CCCCCCCCCCCCCCCCC)N.N1N=NC2=C1C=CC=C2 benzotriazole octadecylamine salt